methyl 4-cyclopropaneamido-1-methyl-1H-pyrazole-3-carboxylate C1(CC1)C(=O)NC=1C(=NN(C1)C)C(=O)OC